S1C(=NC2=C1C=CC=C2)C[C@@H]2[C@@](CCCC2)(O)C2=CC=CC=C2 (1R,2R)-2-(benzo[d]thiazol-2-ylmethyl)-1-phenylcyclohexanol